1,5-anhydro-2-(6-(4-cyano-3-fluorobenzyl)-4,5-dimethyl-1-oxo-1,3-dihydro-2H-isoindol-2-yl)-2,4-dideoxy-L-threo-pentitol C(#N)C1=C(C=C(CC2=C(C(=C3CN(C(C3=C2)=O)[C@H]2COCC[C@@H]2O)C)C)C=C1)F